NC[C@@H](O)C(=O)O (D)-isoserine